5-methyl-2-(Morpholine-4-carbonyl)furo[3,2-b]pyridine 4-oxide CC1=CC=C2C(=[N+]1[O-])C=C(O2)C(=O)N2CCOCC2